2-thiophene-carboxamide S1C(=CC=C1)C(=O)N